n-methyl-2-(pyridin-4-yl)-N-(1,1,1-trifluoroprop-2-yl)pyrido[3,4-d]pyrimidin-4-amine CN(C=1C2=C(N=C(N1)C1=CC=NC=C1)C=NC=C2)C(C(F)(F)F)C